O[C@H]1[C@@H](O[C@@H]([C@H]1O)CO)N1C=2N=C(NC(C2N=C1)=O)NC(C)=O N-(9-((2R,3R,4S,5R)-3,4-dihydroxy-5-(hydroxymethyl)tetrahydrofuran-2-yl)-6-oxo-6,9-dihydro-1H-purin-2-yl)acetamide